CNC=1C=2C=NC=3NC4=CC=CC(OCCCCN(CC=5C=CC6=C(N=C(C(=CN1)C2C3)O6)C5)C)=N4 N,10-dimethyl-15,33-dioxa-3,10,21,23,27,31-hexazahexacyclo[20.6.2.12,5.14,8.116,20.025,29]tritriaconta-1(28),2,4,6,8(32),16(31),17,19,22(30),23,25(29),26-dodecaen-26-amine